C(C)(C)(C)OC(=O)NC1=CC=C(C=C1)C=1SC=C(N1)C(=O)N[C@@H](CO)C(=O)OC methyl (2-(4-((tert-butoxycarbonyl)amino)phenyl)thiazole-4-carbonyl)serinate